(R)-(3-aminopiperidin-1-yl)(7-methoxy-2-(1-(3-methoxypropyl)-2,3-dihydro-1H-pyrrolo[1,2,3-de]quinoxalin-5-yl)-1-methyl-1H-benzo[d]imidazol-5-yl)methanone 4-styrenesulfonate Sodium [Na+].C=CC1=CC=C(C=C1)S(=O)(=O)[O-].N[C@H]1CN(CCC1)C(=O)C1=CC2=C(N(C(=N2)C2=CC=3C=4N2CCN(C4C=CC3)CCCOC)C)C(=C1)OC